5-(6-(4-fluoro-3-methylphenyl)-5-(piperidin-4-ylmethylamino)pyridazin-3-ylamino)pyrazine-2-carbonitrile FC1=C(C=C(C=C1)C1=C(C=C(N=N1)NC=1N=CC(=NC1)C#N)NCC1CCNCC1)C